FCCCNCCOC1=CC(=C(C=C1)F)[C@H]1N([C@@H](CC2=C1NC1=CC=CC=C21)C)CC(F)(F)F 3-fluoro-N-(2-(4-fluoro-3-((1R,3R)-3-methyl-2-(2,2,2-trifluoroethyl)-2,3,4,9-tetrahydro-1H-pyrido[3,4-b]indol-1-yl)phenoxy)ethyl)propan-1-amine